1-(3-chloropyridin-2-yl)-N-(2,4-dichloro-6-(isopropylcarbamoyl)phenyl)-3-((1,1-dioxidothietan-3-yl)oxy)-1H-pyrazole-5-carboxamide ClC=1C(=NC=CC1)N1N=C(C=C1C(=O)NC1=C(C=C(C=C1C(NC(C)C)=O)Cl)Cl)OC1CS(C1)(=O)=O